2-bromospiro[5,6-dihydrofuro[3,2-c]pyridine-7,1'-cyclopropane]-4-one BrC1=CC=2C(NCC3(CC3)C2O1)=O